7-(2-bromo-6,7-dihydrothiazolo[5,4-c]pyridin-5(4H)-yl)-8-methyl-2-(trifluoromethyl)-4H-pyrimido[1,2-b]pyridazin-4-one BrC=1SC=2CN(CCC2N1)C=1C(=CC=2N(N1)C(C=C(N2)C(F)(F)F)=O)C